thiocarbamoyl-2-isopropyl-4-methylbenzoic acid methyl ester COC(C1=C(C(=C(C=C1)C)C(N)=S)C(C)C)=O